N,N-bis(2-ethylhexyl)-4-vinylaniline C(C)C(CN(C1=CC=C(C=C1)C=C)CC(CCCC)CC)CCCC